FC=1C=C(C(=NC1OC)C)N1CN(C2=C(C1=O)C=C(N=C2)C(F)(F)F)C2=C(C=C(C=C2)OC(F)(F)F)C 3-(5-fluoro-6-methoxy-2-methylpyridin-3-yl)-1-(2-methyl-4-(tri-fluoromethoxy)phenyl)-6-(trifluoromethyl)-2,3-dihydropyrido[3,4-d]pyrimidin-4(1H)-one